C(=O)O.NCC1=CC(=NC(=C1)C(F)(F)F)C(=O)NC1=CC(=CC=C1)C1(COC1)[C@H](C1=NN=CN1C)F (R)-4-(aminomethyl)-N-(3-(3-(fluoro(4-methyl-4H-1,2,4-triazol-3-yl)methyl)oxetan-3-yl)phenyl)-6-(trifluoromethyl)picolinamide formate